5-amino-1-cyclopropyl-7-[(3R,5S)-3,5-dimethylpiperazin-1-yl]-6,8-difluoro-4-oxoquinoline-3-carboxylic acid NC1=C2C(C(=CN(C2=C(C(=C1F)N1C[C@H](N[C@H](C1)C)C)F)C1CC1)C(=O)O)=O